C1(CC1)CN1CC[C@]23CCN(CC[C@]2([C@H]1CC1=CC=C(C=C13)O)O)C(C(F)(F)F)CCN1N=CC(=C1)C (5aS,6R,11bR)-14-(cyclopropylmethyl)-3-(1,1,1-trifluoro-4-(4-methyl-1H-pyrazol-1-yl)butan-2-yl)-2,3,4,5,6,7-hexahydro-6,11b-(epiminoethano)naphtho[1,2-d]azepine-5a,10(1H)-diol